N-ethyl-6-fluoro-3-(6-methyl-3-pyridyl)-4-[3-(trifluoromethyl)pyrazol-1-yl]-9H-pyrido[2,3-b]indol-8-amine C(C)NC=1C=C(C=C2C3=C(NC12)N=CC(=C3N3N=C(C=C3)C(F)(F)F)C=3C=NC(=CC3)C)F